2-(6-((4-(7-Bromo-2-((4-methoxybenzyl)amino)thieno[3,2-d]pyrimidin-4-yl)-1H-1,2,3-Triazol-1-yl)methyl)pyridin-2-yl)propan-2-ol BrC1=CSC2=C1N=C(N=C2C=2N=NN(C2)CC2=CC=CC(=N2)C(C)(C)O)NCC2=CC=C(C=C2)OC